C(C1=CC=CC=C1)(=O)C1=CC(=CC=2N1C=CN2)C(=O)N2CCCCC2 (5-benzoylimidazo[1,2-a]pyridin-7-yl)(piperidin-1-yl)methanone